COC(C(CC(F)F)C1=C(C2=C(NC(=N2)[C@@H](NC(=O)C2=NON=C2C)C2CCC(CC2)(F)F)C=C1)F)=O 2-(2-{(S)-(4,4-Difluorocyclohexyl)[(4-methyl-1,2,5-oxadiazole-3-carbonyl)-amino]methyl}-4-fluoro-1H-benzimidazol-5-yl)-4,4-difluorobutanoic acid methyl ester